(S)-2-((5-(3,5-dimethylisothiazol-4-yl)pyridin-2-yl)amino)-1-((1r,4S)-4-methylcyclohexyl)-2-oxoethyl-1-methyl-1H-1,2,3-triazole-5-carboxamide CC1=NSC(=C1C=1C=CC(=NC1)NC([C@@H](C1CCC(CC1)C)C=1N=NN(C1C(=O)N)C)=O)C